NCC=1C=C(C=CC1)C1=CC2=C(N(N=C2C=C1)C(C)C)COC1=C(C=CC(=C1)C)CC(=O)OCC ethyl 2-(2-((5-(3-(aminomethyl)phenyl)-2-isopropyl-2H-indazol-3-yl)methoxy)-4-methylphenyl)acetate